7-(2,3-dihydroxypropyl)-1-(5-ethyl-5-hydroxyheptyl)-3-methyl-1H-purine-2,6(3h,7h)-dione OC(CN1C=NC=2N(C(N(C(C12)=O)CCCCC(CC)(O)CC)=O)C)CO